COC1=CC=C(C=C1)CN(S(=O)(=O)C1=C(C=C(C=C1)CN1C(=C(C=C1C1=CC(=CC=C1)Br)C=1SC(=C(N1)C(=O)OCC)C)CC1CC1)F)CC1=CC=C(C=C1)OC ethyl 2-[1-[[4-[bis[(4-methoxyphenyl) methyl] sulfamoyl]-3-fluoro-phenyl] methyl]-5-(3-bromophenyl)-2-(cyclopropylmethyl) pyrrol-3-yl]-5-methyl-thiazole-4-carboxylate